COC(C1=CC(=C(C=C1)N(C([C@H](COC(C)(C)C)NC(=O)OC(C)(C)C)=O)C)F)=O (S)-4-(3-(tert-butoxy)-2-((tert-butoxycarbonyl)amino)-N-methylpropionamido)-3-fluorobenzoic acid methyl ester